(2S,6R)-N-[2-(1-benzylpiperidin-4-yl)ethyl]-4-(5-cyanopyrimidin-2-yl)-2,6-dimethylpiperazine-1-carboxamide C(C1=CC=CC=C1)N1CCC(CC1)CCNC(=O)N1[C@H](CN(C[C@H]1C)C1=NC=C(C=N1)C#N)C